(5aR,5bS,7aS,8S,10aS,10bR)-5a,7a-dimethyl-2-(phenylamino)-5,5a,5b,6,7,7a,8,9,10,10a,10b,11-dodecahydro-4H-cyclopenta[7,8]phenanthro[2,1-d]thiazol-8-yl butyrate C(CCC)(=O)O[C@H]1CC[C@@H]2[C@@]1(CC[C@@H]1[C@]3(CCC=4N=C(SC4C3=CC[C@@H]21)NC2=CC=CC=C2)C)C